CC12C3CCC4(C(C(CC4C3CCC2=CC(C=C1)=O)C)OC(=O)C=1OC=C(C1)CO)C 10,13,16-Trimethyl-3-oxo-6,7,8,9,10,11,12,13,14,15,16,17-dodecahydro-3H-cyclopenta[a]phenanthrene-17-yl-4-(hydroxymethyl)furan-2-carboxylate